3-methyl-N-(3-((1s,3R)-3-methyl-1-(4-methyl-4H-1,2,4-triazol-3-yl)cyclobutyl)phenyl)-7-(((S)-3-methylpiperidin-1-yl)methyl)-1H-pyrrolo[3,2-b]pyridine-5-carboxamide CC1=CNC=2C1=NC(=CC2CN2C[C@H](CCC2)C)C(=O)NC2=CC(=CC=C2)C2(CC(C2)C)C2=NN=CN2C